2,8-diaminoazelaic acid NC(C(=O)O)CCCCCC(C(=O)O)N